CN1CC=2N(CC1)N=CC2C=2C=C1C(=NC2)NC=C1C=1C=C2C=CC=NC2=CC1 6-(5-(5-methyl-4,5,6,7-tetrahydropyrazolo[1,5-a]pyrazin-3-yl)-1H-pyrrolo[2,3-b]pyridin-3-yl)quinoline